6-oxo-5,6-dihydrothieno[3,4-c][1,5]naphthyridine-3-carboxylic acid methyl ester COC(=O)C1=CN=C2C=3C(C(NC2=C1)=O)=CSC3